ClC=1C(=C(C(=CC1N1CC(CC1)(C1CN(CC1)C)C)F)S(=O)(=O)NC1=NC(=CC=C1)F)F 3-chloro-2,6-difluoro-N-(6-fluoro-2-pyridyl)-4-[3-methyl-3-(1-methylpyrrolidin-3-yl)pyrrolidin-1-yl]benzenesulfonamide